ClC=1C=CC(=NC1)COC1=NN=C(S1)NC(=O)C=1C=NC(=CC1C1=C(C(=CC=C1)CO)OC)C N-[5-[(5-chloropyridin-2-yl)methoxy]-1,3,4-thiadiazol-2-yl]-4-[3-(hydroxymethyl)-2-methoxyphenyl]-6-methylpyridine-3-carboxamide